N1-(1H-pyrrolo[3,2-c]pyridin-3-yl)-N2-(3-(trifluoromethoxy)-benzyl)oxalamide N1C=C(C=2C=NC=CC21)NC(C(=O)NCC2=CC(=CC=C2)OC(F)(F)F)=O